(4S,2S)-4-fluoro-1-(1-phenyl-ethyl)-pyrrolidine-2-carboxylic acid amide F[C@H]1C[C@H](N(C1)C(C)C1=CC=CC=C1)C(=O)N